fructuronic acid OCC(=O)[C@@H](O)[C@H](O)[C@H](O)C(=O)O